ClC=1C=2C(=CNC2C2=C(C1)CN(S(N2)(=O)=O)CC=2C=NC=C(C2)Cl)Cl 6,7-dichloro-3-((5-chloropyridin-3-yl)methyl)-1,3,4,9-tetrahydro-[1,2,6]thiadiazino[4,3-g]indole 2,2-dioxide